FC1(C[C@H](CC1)NC1=C2N=CN(C2=NC(=N1)I)[C@H]1[C@@H]([C@@H]([C@@]2(C[C@H]12)CC#N)O)O)F 2-((1S,2R,3S,4R,5S)-4-(6-(((S)-3,3-difluorocyclopentyl)amino)-2-iodo-9H-purin-9-yl)-2,3-dihydroxybicyclo[3.1.0]hexan-1-yl)acetonitrile